CC1CC=CCC1 4-METHYL-CYCLOHEXENE